tert-butyl 3-(2-amino-4-(difluoromethyl)phenoxy)azetidine-1-carboxylate NC1=C(OC2CN(C2)C(=O)OC(C)(C)C)C=CC(=C1)C(F)F